N1CC(=CC1)C(=O)N 2,5-dihydro-1H-pyrrole-3-carboxamide